2-(8-(1H-Benzo[d]imidazol-2-yl)-2,4-dioxo-1,3,8-triazaspiro[4.5]decan-3-yl)-N-(4-(trifluoromethyl)phenyl)acetamide hydrochloride Cl.N1C(=NC2=C1C=CC=C2)N2CCC1(C(N(C(N1)=O)CC(=O)NC1=CC=C(C=C1)C(F)(F)F)=O)CC2